1-(4-(3-hydroxypyrrolidin-1-yl)benzyl)-3-(4-(2-(4-methoxyphenyl)propan-2-yl)thiazol-2-yl)urea OC1CN(CC1)C1=CC=C(CNC(=O)NC=2SC=C(N2)C(C)(C)C2=CC=C(C=C2)OC)C=C1